BrC1=CSC=2C=NN(C(C21)=O)CCOC 3-Bromo-5-(2-methoxyethyl)thieno[2,3-d]pyridazin-4(5H)-one